OC1=CC=C(CCC2=CC=C(C=C2)O)C=C1 dihydroxybibenzyl